FC(C1=CC=C(C=C1)C1NCCNC1)(F)F 2-[4-(trifluoromethyl)phenyl]piperazine